C1(C=CC=C1)[Ti](C1=C(C(=CC=C1F)N1C(C(C1)(COCC=C)C)=O)F)(C1=C(C(=CC=C1F)N1C(C(C1)(C)COCC=C)=O)F)C1C=CC=C1 bis(cyclopentadienyl)bis[2,6-difluoro-3-(3-allyloxymethyl-3-methyl-2-azetidinon-1-yl)phenyl]titanium